4,5-Dimethyl-4,5-diethyl-octadien CC(CC=C)(C(C=CC)(CC)C)CC